(1R,3R,5R)-2-(cyclopropanecarbonyl)-6-((2-(trimethylsilyl)ethoxy)carbonyl)-2,6-diazabicyclo[3.2.1]octan C1(CC1)C(=O)N1[C@H]2CN([C@H](CC1)C2)C(=O)OCC[Si](C)(C)C